4-(4-(4-oxohept-2-enoyl)piperazin-1-yl)quinazoline O=C(C=CC(=O)N1CCN(CC1)C1=NC=NC2=CC=CC=C12)CCC